FC1=C(C=CC=C1F)[C@@H](CC)N (1R)-1-(2,3-difluorophenyl)propan-1-amine